Cl.OC(C(=O)O)C=1C=NC=C(C1)C(F)(F)F 2-hydroxy-2-(5-(trifluoromethyl)pyridin-3-yl)acetic acid hydrochloride